N=1N2C(=CC1[C@H]1[C@@H](CC1)C=1NC(C3=C(N1)N(N=C3C#N)[C@@H](C)C=3C=NC(=CC3)C(F)(F)F)=O)CCC2 6-((1R,2R)-2-(5,6-dihydro-4H-pyrrolo[1,2-b]pyrazol-2-yl)cyclobutyl)-4-oxo-1-((S)-1-(6-(trifluoromethyl)pyridin-3-yl)ethyl)-4,5-dihydro-1H-pyrazolo[3,4-d]pyrimidine-3-carbonitrile